N1C=NC=C1C=1C=C(C(=O)NC2CCOCC2)C=CC1 3-(1H-imidazol-5-yl)-N-(tetrahydro-2H-pyran-4-yl)benzamide